OC(C)(C)C1=NC=C(C=N1)C1=CC=C(CC2=CC=C(C=C2)N2N=C(C=C2C)C(=O)N)C=C1 1-(4-(4-(2-(2-hydroxypropan-2-yl)pyrimidin-5-yl)benzyl)phenyl)-5-methyl-1H-pyrazole-3-carboxamide